N1CC(C1)NC1=NC=NC2=C(C(=CC(=C12)OC)C1=CC=C(C2=C1N=C(S2)N)F)F 4-(4-(azetidin-3-ylamino)-8-fluoro-5-methoxyquinazolin-7-yl)-7-fluorobenzo[d]thiazol-2-amine